cis-2-hexen-1,6-diol C(\C=C/CCCO)O